COC=1C=C(C(=O)OC)C=C(C1NCCOC)[N+](=O)[O-] methyl 3-methoxy-4-((2-methoxyethyl) amino)-5-nitrobenzoate